2-{4-[4-Pyridin-4-yl-1-(2,2,2-trifluoro-ethyl)-1H-pyrazol-3-yl]-phenoxymethyl}-[1,2,4]triazolo[1,5-a]pyridine N1=CC=C(C=C1)C=1C(=NN(C1)CC(F)(F)F)C1=CC=C(OCC2=NN3C(C=CC=C3)=N2)C=C1